N[C@H](C(=O)OC)[C@@H](C)OC1CC1 methyl (2S,3R)-2-amino-3-(cyclopropoxy)butanoate